COC(=O)C=1C(N(C=CC1)C1CCC(CC1)O[Si](C)(C)C(C)(C)C)=O 1-((1r,4r)-4-((tert-butyldimethylsilyl)oxy)cyclohexyl)-2-oxo-1,2-dihydropyridine-3-carboxylic acid methyl ester